4-amino-7-fluoro-N-((3R)-4-fluoro-6-(trifluoromethyl)-2,3-dihydro-1-benzofuran-3-yl)-N,1-dimethyl-1H-pyrazolo[4,3-c]-quinoline-8-carboxamide NC1=NC=2C=C(C(=CC2C2=C1C=NN2C)C(=O)N(C)[C@H]2COC1=C2C(=CC(=C1)C(F)(F)F)F)F